ClC1=C(C=CC=C1NC=1C=NC(=CC1)C)[C@]1(NC(N(C(C1)=O)C1CCOCC1)=NC(OC(C)(C)C)=O)C tert-Butyl N-[(4S)-4-{2-chloro-3-[(6-methylpyridin-3-yl)amino]phenyl}-4-methyl-6-oxo-1-(tetrahydropyran-4-yl)hexahydropyrimidin-2-ylidene]carbamate